5-[6-(methylamino)pyrimidin-4-yl]phenol CNC1=CC(=NC=N1)C=1C=CC=C(C1)O